NC(C(=O)OC)C1=C(C(=CC=C1)C(F)(F)F)Cl methyl 2-amino-2-(2-chloro-3-(trifluoromethyl)phenyl)acetate